4,5-Diphenyl-2-(2-thienylmethyl)imidazole C1(=CC=CC=C1)C=1N=C(NC1C1=CC=CC=C1)CC=1SC=CC1